4-(2-carboxyphenylmethylaminocarbonyl)-2,5-dihydroxybenzoic acid C(=O)(O)C1=C(C=CC=C1)CNC(=O)C1=CC(=C(C(=O)O)C=C1O)O